C(C)S(=O)(=O)C1=C(N=C2N1C=CC=C2)N2CC=1C=C3C(=CC1C2=O)OC(O3)(F)F 6-(3-ethylsulfonylimidazo[1,2-a]pyridin-2-yl)-2,2-difluoro-5H-[1,3]dioxolo[4,5-f]isoindol-7-one